FC(C1(C(NC(O1)=O)=O)C(F)(F)F)(F)F 5,5-bis(trifluoromethyl)oxazolidine-2,4-dione